(R)-3-((4-(4-cyano-2-methoxyphenyl)thieno[2,3-d]pyridazin-7-yl)amino)piperidine C(#N)C1=CC(=C(C=C1)C1=C2C(=C(N=N1)N[C@H]1CNCCC1)SC=C2)OC